FC(OC1=CC=C(C(=N1)N1CCN(CC1)C(=O)OC(C)(C)C)OC)F tert-butyl 4-(6-(difluoromethoxy)-3-methoxypyridin-2-yl)piperazine-1-carboxylate